2-[(2R,4R,SR)-1-(2,4-dichlorophenyl)-5-hydroxy-2,6,6-trimethylheptan-4-yl]-2,4-dihydro-3H-1,2,4-triazole-3-thione ClC1=C(C=CC(=C1)Cl)C[C@H](C[C@H]([C@H](C(C)(C)C)O)N1N=CNC1=S)C |&1:12|